C1(CC1)[C@@H](C1=NC=2N(C=C1)C=C(N2)[C@@H](NC(=O)C2=NON=C2C)C2CCC(CC2)(F)F)NC(CC2CC(C2)(F)F)=O N-((S)-(7-((S)-Cyclopropyl(2-(3,3-difluorocyclobutyl)acetamido)methyl)imidazo[1,2-a]pyrimidin-2-yl)(4,4-difluorocyclohexyl)methyl)-4-methyl-1,2,5-oxadiazole-3-carboxamide